oxolanic acid O1C(CCC1)C(=O)O